NC1=C2C(=NC=N1)N(N=C2C2=CC=C(C=C2)OC2=CC=CC=C2)CCCNC(C2=C(C(=C(C(=C2S(=O)(=O)C)F)F)F)F)=O N-(3-(4-amino-3-(4-phenoxyphenyl)-1H-pyrazolo[3,4-d]pyrimidin-1-yl)propyl)-2,3,4,5-tetrafluoro-6-(methylsulfonyl)benzamide